FC1=CC=C(C=C1)C1=CN=C(S1)C1=CC2=C(N(N=N2)C(C)C)C=C1 5-(4-fluorophenyl)-2-(1-isopropylbenzotriazol-5-yl)thiazole